pentamethyl cyclopentadiene-1,2,3,4,5-pentacarboxylate C1(=C(C(=C(C1C(=O)OC)C(=O)OC)C(=O)OC)C(=O)OC)C(=O)OC